(1S,2R)-2-((5-(1-methyl-1H-indazol-6-yl)pyridin-3-yl)oxy)-2,3-dihydro-1H-inden-1-amine CN1N=CC2=CC=C(C=C12)C=1C=C(C=NC1)O[C@H]1[C@H](C2=CC=CC=C2C1)N